di(2,4,6-triisopropylphenyl)boron C(C)(C)C1=C(C(=CC(=C1)C(C)C)C(C)C)[B]C1=C(C=C(C=C1C(C)C)C(C)C)C(C)C